COC1=CC=C(CN(C=2N=C(C(=NC2)CN(CCN(C(OC(C)(C)C)=O)C)C)C=2CCN(CC2)C=2C=C(C=CC2)C)CC2=CC=C(C=C2)OC)C=C1 tert-butyl (2-(((5-(bis(4-methoxybenzyl)amino)-3-(1-(m-tolyl)-1,2,3,6-tetrahydropyridin-4-yl)pyrazin-2-yl)methyl)(methyl)amino)ethyl)(methyl)carbamate